ClC=1C=C(C=CC1Cl)[C@@]12OC[C@@H](N(C1)C(=O)OCC1C3=CC=CC=C3C=3C=CC=CC13)C2 (9H-fluoren-9-yl)methyl (1R,4S)-1-(3,4-dichlorophenyl)-2-oxa-5-azabicyclo-[2.2.1]heptane-5-carboxylate